(E)-3-(4-Ethoxyphenyl)-1-(2,4,6-trihydroxyphenyl)prop-2-en-1-one C(C)OC1=CC=C(C=C1)/C=C/C(=O)C1=C(C=C(C=C1O)O)O